CC1N(CC1)C=1N=C(C2=C(N1)N=CC=C2)NCC=2C(=NC=CC2)C(F)(F)F 2-(2-methylazetidin-1-yl)-N-((2-(trifluoromethyl)pyridin-3-yl)methyl)pyrido[2,3-d]pyrimidin-4-amine